O=C1NC(CCC1N1C(N(C2=C1C=CC(=C2)C#CCN2C[C@@H](OCC2)CN(C(OC(C)(C)C)=O)C)C)=O)=O tert-butyl N-[[(2R)-4-[3-[1-(2,6-dioxo-3-piperidyl)-3-methyl-2-oxo-benzimidazol-5-yl] prop-2-ynyl]morpholin-2-yl]methyl]-N-methyl-carbamate